N-((1r,4r)-4-((2-(2,6-dioxopiperidin-3-yl)-1-oxoisoindolin-4-yl)(pentyl)amino)cyclohexyl)acetamide O=C1NC(CCC1N1C(C2=CC=CC(=C2C1)N(C1CCC(CC1)NC(C)=O)CCCCC)=O)=O